4-(2-oxo-2-(phenylamino)ethyl)piperidine-1-carboxylic acid tert-butyl ester C(C)(C)(C)OC(=O)N1CCC(CC1)CC(NC1=CC=CC=C1)=O